3-(imidazo[1,2-b]pyridazin-3-ylethynyl)-N-(4-(((2-(4-(6-methoxypyrimidin-4-yl)piperazin-1-yl)ethyl)amino)methyl)-3-(trifluoromethyl)phenyl)-4-methylbenzamide N=1C=C(N2N=CC=CC21)C#CC=2C=C(C(=O)NC1=CC(=C(C=C1)CNCCN1CCN(CC1)C1=NC=NC(=C1)OC)C(F)(F)F)C=CC2C